CC=1CC(OC(C1)C)C1=CC=CC=C1 (+-)-3,6-dihydro-4,6-dimethyl-2-phenyl-2h-pyran